cyclohexanedimethanol bis-acetoacetate C(CC(=O)C)(=O)OCC1(CCCCC1)COC(CC(=O)C)=O